C(C(=C)C)(=O)OCCCCCCC1=CC=CC=C1 6-phenylhexyl methacrylate